cadaverine, trisodium salt [Na].[Na].[Na].NCCCCCN